N-(vinylbenzyl)-2-aminoethyl-3-aminopropyltrimethoxysilane hydrochloride Cl.C(=C)C(C1=CC=CC=C1)NCCC[Si](OCCCN)(OC)OC